C1(CCCC1)[C@H](C=1C=C(C(=O)N2CC3(C4=CC(=CC=C24)NS(=O)(=O)C)CCC2(CC3)CC2)C=CN1)O (R)-N-(1''-(2-(cyclopentyl(hydroxy)methyl)isonicotinoyl)dispiro[cyclopropane-1,1'-cyclohexane-4',3''-indolin]-5''-yl)methanesulfonamide